tert-butyl (9-(5-((2-amino-3-chloropyridin-4-yl)thio)pyrazin-2-yl)-3-(5-cyanopyrimidin-2-yl)-3,9-diazaspiro[5.5]undecane-1-yl)carbamate NC1=NC=CC(=C1Cl)SC=1N=CC(=NC1)N1CCC2(CCN(CC2NC(OC(C)(C)C)=O)C2=NC=C(C=N2)C#N)CC1